N1(C(CCCC1)C(=O)O)[2H] 2-Piperidinic acid-1-d1